C1CN(CCC12CCNCC2)C2=C(C=CC=C2F)C2CC(NC(C2)=O)=O 4-(3,9-diazaspiro[5.5]undecane-3-yl-3-fluorophenyl)piperidine-2,6-dione